aluminum ammonium sulfate maleate C(\C=C/C(=O)[O-])(=O)[O-].S(=O)(=O)([O-])[O-].[NH4+].[Al+3]